[Si](C)(C)(C(C)(C)C)OC=1C(=C(C=CC1)C=1N=C(C(=NC1)N\C(\C(=O)OC(C)(C)C)=C/C=1OC=CC1)CC1=C(C=CC=C1)F)F Tert-butyl (Z)-2-((5-(3-((tert-butyldimethylsilyl)oxy)-2-fluorophenyl)-3-(2-fluorobenzyl)pyrazin-2-yl)amino)-3-(furan-2-yl)acrylate